C12(C=CC(CC1)C2)B(O)O NorborneneBoronic Acid